3-((3-chloro-2-methoxyphenyl)amino)-2-(3-(2-(pyridin-2-yl)ethoxy)pyridin-4-yl)-1,5,6,7-tetrahydro-4H-pyrrolo[3,2-c]pyridin-4-one ClC=1C(=C(C=CC1)NC1=C(NC2=C1C(NCC2)=O)C2=C(C=NC=C2)OCCC2=NC=CC=C2)OC